4-{5-chloro-4-(4-cyano-6-trifluoromethyl-pyridin-3-yl)-2-[(2-methoxy-phenyl)-methyl-carbamoyl]-phenoxy}-butyric acid 1-cyclohexyloxycarbonyloxy-ethyl ester C1(CCCCC1)OC(=O)OC(C)OC(CCCOC1=C(C=C(C(=C1)Cl)C=1C=NC(=CC1C#N)C(F)(F)F)C(N(C)C1=C(C=CC=C1)OC)=O)=O